(2S,4R)-1-(2-(3-acetyl-5-(2-methylpyrimidin-5-yl)-1H-indazol-1-yl)acetyl)-N-(6-bromo-5-fluoropyridin-2-yl)-4-fluoropyrrolidine-2-carboxamide C(C)(=O)C1=NN(C2=CC=C(C=C12)C=1C=NC(=NC1)C)CC(=O)N1[C@@H](C[C@H](C1)F)C(=O)NC1=NC(=C(C=C1)F)Br